FC1=CC=C(C=C1)N1N=CC2=CC(=CC=C12)C1(CCN(CC1)S(=O)(=O)C=1C=NN(C1)CCC)CO (4-(1-(4-fluorophenyl)-1H-indazol-5-yl)-1-((1-propyl-1H-pyrazol-4-yl)sulfonyl)piperidin-4-yl)methanol